CNC1CC2(CNC2)C1 N-methyl-2-azaspiro[3.3]heptan-6-amine